5,5-diphenyl-N-(benzenesulfonyl)-4,5-dihydroisoxazole-3-carboxamide C1(=CC=CC=C1)C1(CC(=NO1)C(=O)NS(=O)(=O)C1=CC=CC=C1)C1=CC=CC=C1